ClC=1C=C(C=C(C1OC=1C=C2CCN(C(C2=CC1)=O)CC1=CC=C(C=C1)F)Cl)N1N=CC(NC1=O)=O 2-(3,5-dichloro-4-((2-(4-fluorobenzyl)-1-oxo-1,2,3,4-tetrahydroisoquinolin-6-yl)oxy)phenyl)-1,2,4-triazine-3,5(2H,4H)-dione